(4Z)-2-(Cyclooctylamino)-4-[(2-methylindazol-5-yl)methylene]-1H-imidazol-5-one C1(CCCCCCC1)NC=1NC(/C(/N1)=C/C1=CC2=CN(N=C2C=C1)C)=O